CC=1N=C2N(N=C(C=C2C)C2=CC3=C(N=CS3)C(=C2)F)C1 6-(2,8-dimethylimidazo[1,2-b]pyridazin-6-yl)-4-fluoro-1,3-benzothiazol